SC1(N=C2C(=N1)C=CC=C2)S(=O)(=O)O 2-mercaptobenzimidazolesulfonic acid